N1(N=CC=C1)C1=CC=C(C=C1)C1=CC(=NN1)NC=1C=C2C(=CC(NC2=CC1)=O)C 6-((5-(4-(1H-pyrazol-1-yl)phenyl)-1H-pyrazol-3-yl)amino)-4-methylquinolin-2(1H)-one